C(C)(C)(C)OC(=O)N1[C@H](CCCC1)C=O (2R)-2-formylpiperidine-1-carboxylic acid tert-butyl ester